(R)-N-(8,9-difluoro-6-oxo-1,4,5,6-tetrahydro-2H-pyrano[3,4-c]isoquinolin-1-yl)-N-methylindolizine-6-carboxamide FC=1C(=CC=2C3=C(NC(C2C1)=O)COC[C@@H]3N(C(=O)C3=CN1C=CC=C1C=C3)C)F